(3R,5S)-3,5-Dimethyl-4-(3-(4-(1-methylpyrrolidin-3-yl)phenyl)-1H-pyrazolo[4,3-d]pyrimidin-5-yl)piperazin C[C@@H]1CNC[C@@H](N1C=1N=CC2=C(N1)C(=NN2)C2=CC=C(C=C2)C2CN(CC2)C)C